6,6-dimethyl-2-(oxazol-5-yl)-6,7-dihydro-4H-pyrazolo[5,1-c][1,4]oxazine CC1(CN2C(CO1)=CC(=N2)C2=CN=CO2)C